[7-(3-amino-phenyl)-4-methoxy-thiazolo[4,5-c]pyridin-2-yl]-amid NC=1C=C(C=CC1)C=1C2=C(C(=NC1)OC)N=C(S2)[NH-]